OC1=CC=C(C2=C1CC=C(O2)C)O 5,8-dihydroxy-2-methyl-4H-1-benzopyran